tert-butyl 3-(2-(methylsulfonyloxy) ethyl)-3-phenylazetidine-1-carboxylate CS(=O)(=O)OCCC1(CN(C1)C(=O)OC(C)(C)C)C1=CC=CC=C1